triazine phenol salt C1(=CC=CC=C1)O.N1=NN=CC=C1